N1=C(C=CC=C1)NOC(C(C(F)(F)F)(NC=1C2=C(N=C(N1)C1=CC=NC=C1)C=NC=C2)C)=O pyridin-2-yl-amino-trifluoro-2-methyl-2-{[2-(pyridin-4-yl)pyrido[3,4-d]pyrimidin-4-yl]amino}propanoic acid